Cl.C1(=CC=CC=C1)CCC[C@H](N)B1O[C@]2([C@@H]3C([C@H](C[C@H]2O1)C3)(C)C)C (1R)-4-phenyl-1-[(1S,2S,6R,8S)-2,9,9-trimethyl-3,5-dioxa-4-boratricyclo[6.1.1.02,6]decan-4-yl]butan-1-amine hydrochloride